5-Chloro-N-(6-chloropyridazin-4-yl)-2-(2-fluoro-4-(trifluoromethoxy)phenoxy)-4-(trifluoromethyl)benzamide ClC=1C(=CC(=C(C(=O)NC2=CN=NC(=C2)Cl)C1)OC1=C(C=C(C=C1)OC(F)(F)F)F)C(F)(F)F